OCCN1C(N(C=2N=CN(C2C1=O)C(C(=O)OC)C)C)=O methyl 2-(1-(2-hydroxyethyl)-3-methyl-2,6-dioxo-1,2,3,6-tetrahydro-7H-purin-7-yl)propanoate